C(C)(C)NCC1=CC=C(O1)/C=C/C(=O)OC methyl (E)-3-(5-((isopropylamino)methyl)furan-2-yl)acrylate